C(C)(=O)N[C@@H]([C@H](O)C)CO acetyl-L-threoninol